3-(3,4-dimethylphenyl)-5-cyano-4,6-diamino-2-ethoxycarbonyl-1-p-toluenesulfonyl-2,3-dihydro-1H-pyrrolo[2,3-b]pyridine CC=1C=C(C=CC1C)C1C(N(C2=NC(=C(C(=C21)N)C#N)N)S(=O)(=O)C2=CC=C(C)C=C2)C(=O)OCC